C(C)(C)(CC)OOC(CC(=O)OCC)(C)OOC(C)(C)CC Ethyl 3,3-di(tert-amylperoxy)butyrate